α,α-difluoroallyl alcohol FC(C=C)(F)O